3,5-difluoro-4-(3'-iodo-6'-oxo-spiro[cyclopropane-1,5'-imidazo[1,2-a]imidazole]-7'-yl)-N-(2-pyridyl)benzamide FC=1C=C(C(=O)NC2=NC=CC=C2)C=C(C1N1C(C2(N3C1=NC=C3I)CC2)=O)F